N1=C(C=CC=C1)C=NCCCC N-(pyridine-2-ylmethylene)butan-1-amine